FCN1N=C(N=N1)[C@H](N1CCNCC1)C1=CC=CC=C1 |r| (R/S)-1-((2-(fluoromethyl)-2H-tetrazol-5-yl)(phenyl)methyl)piperazine